N-{1-[2-(1-{4-[(3R)-2,6-DIOXOPIPERIDIN-3-YL]PHENYL}PIPERIDIN-4-YL)ETHYL]PIPERIDIN-4-YL}-N-ETHYL-1-[6-(2-HYDROXYPHENYL)PYRIDAZIN-4-YL]-4-PHENYLPIPERIDINE-4-CARBOXAMIDE O=C1NC(CC[C@@H]1C1=CC=C(C=C1)N1CCC(CC1)CCN1CCC(CC1)N(C(=O)C1(CCN(CC1)C1=CN=NC(=C1)C1=C(C=CC=C1)O)C1=CC=CC=C1)CC)=O